O1C=CC2=C1C=CO2 furofuran